ClC1=NC(=CC=C1C(CO)(C)C)OC 2-(2-chloro-6-methoxypyridin-3-yl)-2-methylpropane-1-ol